C(C)(C)(C)OC(=O)N1CCC2(CC[C@@H]2N)CC1.ClC1=NC(=NC(=C1)C1=CC=C(C=C1)C=1C=NC=CC1)C1=CC=CC=C1 4-chloro-2-phenyl-6-(4-(pyridin-3-yl)phenyl)pyrimidine tert-Butyl-(1S)-1-amino-7-azaspiro[3.5]nonane-7-carboxylate